[Na+].ClC1=CC=NC2=CC(=C(C=C12)C(=O)[NH-])OC 4-chloro-7-methoxyquinoline-6-amide, sodium salt